Ethyl (E)-3-(2-methoxyquinoxalin-6-yl)acrylate COC1=NC2=CC=C(C=C2N=C1)/C=C/C(=O)OCC